2-fluoro-6-((2-methylpyridin-3-yl)amino)-4-(trifluoromethyl)benzonitrile FC1=C(C#N)C(=CC(=C1)C(F)(F)F)NC=1C(=NC=CC1)C